Methyl (R)-3-((tert-butyldimethylsilyl)oxy)butanoate [Si](C)(C)(C(C)(C)C)O[C@@H](CC(=O)OC)C